CN(C)CC1=CC=C(C=C1)S(=O)(=O)NC(CC1=C(C=C(C=C1C(C)C)C1=CC(=C(C=C1)C)F)C(C)C)=O N-[4-[(dimethylamino)methyl]phenyl]sulfonyl-2-[4-(3-fluoro-4-methylphenyl)-2,6-di(propan-2-yl)phenyl]acetamide